C1(=CC=CC2=CC=CC=C12)C(C=O)(C=O)C1=CC=CC2=CC=CC=C12 dinaphthyldiformylmethane